tetrahydrofurfuryldichloro-phosphite C(C1CCCO1)OP(Cl)Cl